C(C)(C)(C)OC(=O)N1[C@H](CC[C@@H]1C)CO (2r,5s)-2-(hydroxymethyl)-5-methylpyrrolidine-1-carboxylic acid tert-butyl ester